S1C=NC(=C1)CCN 2-thiazol-4-ylethanamine